6-chloro-N-{[7-(difluoromethoxy)-3-methyl-1H-indol-4-yl]methyl}pyrido[2,3-b]pyrazin-3-amine ClC=1C=CC=2C(=NC(=CN2)NCC2=C3C(=CNC3=C(C=C2)OC(F)F)C)N1